ClC=1C=C(C=C(C1CC1=C(C(=C(C=C1)O)C(=C)C1=CC=C(C=C1)F)F)Cl)CCC(=O)OC methyl 3-(3,5-dichloro-4-(2-fluoro-3-(1-(4-fluorophenyl)vinyl)-4-hydroxybenzyl)phenyl)propanoate